CN1N=C2C=CC(=CC2=C1C(=O)OC)OCC=1C(=NC=CC1)C(F)(F)F methyl 2-methyl-5-((2-(trifluoromethyl)pyridin-3-yl)methoxy)-2H-indazole-3-carboxylate